2-(2-(4-bromo-1H-pyrazol-1-yl)ethoxy)ethan-1-ol BrC=1C=NN(C1)CCOCCO